2-(ethoxymethoxy)-4-nitroaniline C(C)OCOC1=C(N)C=CC(=C1)[N+](=O)[O-]